3-bromo-6-(1,3-dioxolan-2-yl)-2-methoxyphenoxy(tert-butyl)dimethylsilane BrC=1C(=C(O[Si](C)(C)C(C)(C)C)C(=CC1)C1OCCO1)OC